C(=C)C1=NC(=NC(=N1)N)N 2-vinyl-4,6-diaminos-triazine